C(C(=C)C)(=O)OCC1C(OC1)C(C(F)(F)F)(F)F 3-(methacryloyloxymethyl)-2-pentafluoroethyloxetane